ClC1=CC=C(C=C1)/C(=C/COC1=CC(=C(C=C1)C(C(=O)OCC)C)C)/C1=CC=C(C=C1)C#CCN1CCOCC1 ethyl (E)-[4-[3-(4-chlorophenyl)-3-[4-[3-(morpholin-4-yl)propynyl]phenyl]allyloxy]-2-methylphenyl]propionate